N-((5-fluoro-2,3-dihydrobenzofuran-4-yl)methyl)-8-(5-methyltetrazolo[1,5-a]pyridin-8-yl)-[1,2,4]triazolo[4,3-c]pyrimidin-5-amine FC=1C=CC2=C(CCO2)C1CNC1=NC=C(C=2N1C=NN2)C=2C=1N(C(=CC2)C)N=NN1